C1(CCCC(=O)O1)=O Glutaric Acid anhydrid